C(C1=CC=CC=C1)OC=1C=C2C(=NN=C(C2=CC1OC)C)Cl 6-(benzyloxy)-4-chloro-7-methoxy-1-methylphthalazine